C(C)(C)N1C2CNCC1CC2 8-isopropyl-3,8-diazabicyclo[3.2.1]octane